7-methyl-1-(3-methyl-4-nitrobenzyl)-5-(1H-pyrrole-2-carbonyl)-N-(m-tolyl)-4,5,6,7-tetrahydro-1H-pyrazolo[4,3-c]Pyridine-3-carboxamide CC1C2=C(CN(C1)C(=O)C=1NC=CC1)C(=NN2CC2=CC(=C(C=C2)[N+](=O)[O-])C)C(=O)NC=2C=C(C=CC2)C